4-[3-Hydroxy-8-(2-trifluoromethoxy-phenyl)-quinolin-2-yl]-4-oxo-butyric acid ethyl ester C(C)OC(CCC(=O)C1=NC2=C(C=CC=C2C=C1O)C1=C(C=CC=C1)OC(F)(F)F)=O